p-chlorophenyl carbamate (p-chlorobenzyl carbamate) ClC1=CC=C(CNC(O)=O)C=C1.C(N)(OC1=CC=C(C=C1)Cl)=O